N-[4-(6-chloropyridin-3-yl)-3-sulfamoylphenyl]-2-(2,4-difluorophenyl)acetamide ClC1=CC=C(C=N1)C1=C(C=C(C=C1)NC(CC1=C(C=C(C=C1)F)F)=O)S(N)(=O)=O